IC=1C(=CC(=C(C(=O)O)C1)C)C 5-iodo-2,4-dimethylbenzoic acid